ClC=1C=CC(=C(C1)C[C@@H](C(=O)O)NC(=O)OCC1C2=CC=CC=C2C=2C=CC=CC12)OCC1CCC1 (2S)-3-[5-chloro-2-(cyclobutylmethoxy)phenyl]-2-{[(9H-fluoren-9-ylmethoxy)carbonyl]amino}propanoic acid